Ethyl (S)-3-((1-amino-1'-(1-(2,3-dichlorophenyl)-2-methyl-6-oxo-1,6-dihydropyrimidin-4-yl)-1,3-dihydrospiro[indene-2,4'-piperidin]-6-yl)thio)propanoate N[C@@H]1C2=CC(=CC=C2CC12CCN(CC2)C=2N=C(N(C(C2)=O)C2=C(C(=CC=C2)Cl)Cl)C)SCCC(=O)OCC